ethyl 5-[3-(4-bromo-2-fluorophenoxy)-2-(oxan-2-yloxy)propyl]-2-{[(tert-butoxy)carbonyl](methyl)amino}-1,3-thiazole-4-carboxylate BrC1=CC(=C(OCC(CC2=C(N=C(S2)N(C)C(=O)OC(C)(C)C)C(=O)OCC)OC2OCCCC2)C=C1)F